Cl[SiH](N([SiH](Cl)Cl)C(C)C)Cl 1,1,3,3-tetrachloro-2-iso-propyldisilazane